COC1=C(C(=O)N[C@@H](C(F)(F)F)C)C(=CC(=C1)N1C=NC2=C1C=CC(=C2)C=2C=NN(C2)C)OC 2,6-dimethoxy-4-[5-(1-methylpyrazol-4-yl)benzimidazol-1-yl]-N-[(1R)-2,2,2-trifluoro-1-methyl-ethyl]benzamide